1-Methyl-6-((4-(4-(trifluoromethyl)piperidin-1-yl)phenyl)amino)quinoxalin-2(1H)-one CN1C(C=NC2=CC(=CC=C12)NC1=CC=C(C=C1)N1CCC(CC1)C(F)(F)F)=O